NC1=C(C=2C=3N(C(=NC2N1C1=C(C(=CC=C1C)O)C)C)C=CN3)C(=O)N 8-amino-7-(3-hydroxy-2,6-dimethylphenyl)-5-methyl-7H-imidazo[1,2-c]pyrrolo[3,2-e]pyrimidine-9-carboxamide